FC([C@@H]1N(CCC1)C#N)(F)F (2R)-2-(trifluoromethyl)tetrahydropyrrole-1-carbonitrile